FC=1C=C(CC2=CC(=NC=C2)N2N=CC(=N2)C(=O)NC)C=C(C1)C(F)(F)F 2-(4-(3-fluoro-5-(trifluoromethyl)benzyl)pyridin-2-yl)-N-methyl-2H-1,2,3-triazole-4-carboxamide